C(CCC(=O)C)(=O)OC=1C=CC=2C[C@@H]3[C@@H]4C=C[C@@H]([C@H]5[C@@]4(C2C1O5)CCN3C)O levulinylmorphine